2-[1-[2-[[1-[2-(4-morpholino-1-piperidyl)-2-oxo-ethyl]pyrazol-4-yl]amino]-[1,2,4]triazolo[1,5-a]pyridin-8-yl]-3-[4-(trifluoromethyl)pyrazol-1-yl]azetidin-3-yl]acetonitrile O1CCN(CC1)C1CCN(CC1)C(CN1N=CC(=C1)NC1=NN2C(C(=CC=C2)N2CC(C2)(N2N=CC(=C2)C(F)(F)F)CC#N)=N1)=O